CN1CCC(CC1)C(=O)OCCCCC(CCCCCC)O 5-hydroxyundecyl 1-methylpiperidine-4-carboxylate